The molecule is a hexadecenoyl-CoA(4-) arising from deprotonation of the phosphate and diphosphate OH groups of (14Z)-hexadecenoyl-CoA; major species at pH 7.3. It is a conjugate base of a (14Z)-hexadecenoyl-CoA. C/C=C\\CCCCCCCCCCCCC(=O)SCCNC(=O)CCNC(=O)[C@@H](C(C)(C)COP(=O)([O-])OP(=O)([O-])OC[C@@H]1[C@H]([C@H]([C@@H](O1)N2C=NC3=C(N=CN=C32)N)O)OP(=O)([O-])[O-])O